6-(6-(4,4-difluoropiperidine-1-carbonyl)naphthalen-1-yl)-4-methylphthalazin-1(2H)-one FC1(CCN(CC1)C(=O)C=1C=C2C=CC=C(C2=CC1)C=1C=C2C(=NNC(C2=CC1)=O)C)F